3-acrylamido-6-methoxy-5-((E)-2-(trans-4-(trifluoro-methyl)cyclohexyl)vinyl)-picolinamide C(C=C)(=O)NC=1C(=NC(=C(C1)\C=C\[C@@H]1CC[C@H](CC1)C(F)(F)F)OC)C(=O)N